ClC1=C(C(=C(C=C1)NC([O-])=O)F)C(NCC(C(F)(F)F)(F)F)=O 4-chloro-2-fluoro-3-((2,2,3,3,3-pentafluoropropyl)carbamoyl)phenyl-carbamate